C(=O)[O-].C(CCC)(=O)OCOC(C(=O)OC1CC2CCC(C1)[N+]21CCCC1)(C1=CC=CC=C1)C1=CC=CC=C1 3-(2-((Butyryloxy)methoxy)-2,2-diphenylacetoxy)spiro[bicyclo[3.2.1]octane-8,1'-pyrrolidin]-8-ium formate